CN(C(=O)C=1NC2=CC=C(C=C2C1)\C=C\C(N1C(OC[C@H]1C1=CC=CC=C1)=O)=O)C1=CC=CC=C1 (R,E)-N-methyl-5-(3-oxo-3-(2-oxo-4-phenyloxazolidin-3-yl)prop-1-en-1-yl)-N-phenyl-1H-indole-2-carboxamide